OC1=C(C(=CC(=C1)O[C@@H]1OC([C@@H]([C@@H](C1O)O)O)CO[C@H]1C([C@H]([C@H](C(C1)C)O)O)O)OC)C(C=C)=O 1-[2-hydroxy-6-methoxy-4-[(2S,4S,5R)-3,4,5-trihydroxy-6-[[(1R,3S,4S)-2,3,4-trihydroxy-5-methylcyclohexyl]oxymethyl]oxan-2-yl]oxyphenyl]prop-2-en-1-one